NC(C(=O)O)(CCCCB(O)O)CCCNCC1=CC(=C(C=C1)Cl)Cl 2-amino-6-borono-2-(3-(3,4-dichlorobenzylamino)propyl)hexanoic acid